C(C=C)(=O)OCC(CC)OC(C=C)=O 1,2-butanediol diacrylate